C(N(C1=CC=CC=C1)OC)N(C1=CC=CC=C1)OC methylenebis(methoxyaniline)